N-(1H-indol-3-yl)-5-(5-(pyridin-2-yl)thiophen-3-yl)isoindoline-2-carboxamide (Z)-3-hexenyl-2-hydroxybenzoate C(=C/CCCC)/C=1C(=C(C(=O)O)C=CC1)O.N1C=C(C2=CC=CC=C12)NC(=O)N1CC2=CC=C(C=C2C1)C1=CSC(=C1)C1=NC=CC=C1